3-(5-(2-Aminoethyl)-1,3,4-oxadiazol-2-yl)-N-(4-(trifluoromethyl)phenyl)pyridin-2-amine NCCC1=NN=C(O1)C=1C(=NC=CC1)NC1=CC=C(C=C1)C(F)(F)F